2,5-Difluoro-N-(trans-4-hydroxycyclohexyl)-4-[3-(1-quinolin-6-ylcyclopropyl)imidazo[1,2-a]pyrimidin-6-yl]benzamide FC1=C(C(=O)N[C@@H]2CC[C@H](CC2)O)C=C(C(=C1)C=1C=NC=2N(C1)C(=CN2)C2(CC2)C=2C=C1C=CC=NC1=CC2)F